5-((1-(4-(4-cyano-2-fluorophenyl)-7-methyl-8-oxo-6-(trifluoromethyl)-7,8-dihydropyrimido[5,4-d]pyrimidin-2-yl)azetidin-3-yl)oxy)pyrazine-2-carbonitrile C(#N)C1=CC(=C(C=C1)C=1C2=C(N=C(N1)N1CC(C1)OC=1N=CC(=NC1)C#N)C(N(C(=N2)C(F)(F)F)C)=O)F